diamyldithiocarbamate C(CCCC)N(C([S-])=S)CCCCC